FC(C1CC=C(CC1)B1OC(C(O1)(C)C)(C)C)F 2-[4-(difluoromethyl)cyclohexen-1-yl]-4,4,5,5-tetramethyl-1,3,2-dioxaborolane